OCCC1(CC1)C#N 1-(2-hydroxyethyl)cyclopropanecarbonitrile